ClC1=C2C(=NC=C1)C=C(S2)CN2C(C1=CC=CC=C1C2=O)=O 2-((7-chlorothieno[3,2-b]pyridin-2-yl)methyl)isoindoline-1,3-dione